4-(5-methyl-1,2,4-oxadiazole-3-yl)benzoyl chloride CC1=NC(=NO1)C1=CC=C(C(=O)Cl)C=C1